((2S,6S)-6-((R)-5-methyl-2,6-dioxo-1,2,3,6-tetrahydropyridin-3-yl)-4-tritylmorpholin-2-yl)methyl (4-(2,2,2-trifluoroacetamido)piperidin-1-yl)phosphonochloridate FC(C(=O)NC1CCN(CC1)P(OC[C@@H]1CN(C[C@@H](O1)[C@@H]1C(NC(C(=C1)C)=O)=O)C(C1=CC=CC=C1)(C1=CC=CC=C1)C1=CC=CC=C1)(=O)Cl)(F)F